FC1=CC(=C2C=C(NC(C2=C1)=O)CCCN1CCC(=CC1)C1=NC=C(C=C1)C#N)C 1'-(3-(7-fluoro-5-methyl-1-oxo-1,2-dihydroisoquinolin-3-yl)propyl)-1',2',3',6'-tetrahydro-[2,4'-bipyridine]-5-carbonitrile